C(#N)C1=C(C=C(C=C1)F)[C@@H]([C@@H](C)C=1N(C(C(=C(N1)C(=O)NC=1C=NOC1)O)=O)C)C=1C=NN(C1)C 2-((1R,2R)-1-(2-cyano-5-fluorophenyl)-1-(1-methyl-1H-pyrazol-4-yl)propan-2-yl)-5-hydroxy-N-(isoxazol-4-yl)-1-methyl-6-oxo-1,6-dihydropyrimidine-4-carboxamide